C(C1=CC=CC=C1)O[C@@H]1[C@H](OCC2=CC=CC=C2)O[C@@H]([C@H]([C@@H]1OCC1=CC=CC=C1)OCC1=CC=CC=C1)CO benzyl 2,3,4-tri-O-benzyl-beta-D-mannopyranoside